(6-chloro-2,3-dihydro-1H-inden-5-yl)carbamic acid tert-butyl ester C(C)(C)(C)OC(NC=1C=C2CCCC2=CC1Cl)=O